4-(pentan-3-yl)aniline CCC(CC)C1=CC=C(N)C=C1